Tert-butyl (Z)-3-(methyl(4-(N'-((2'-methyl-2-(trifluoromethyl)-[1,1'-biphenyl]-4-carbonyl)oxy)carbamimidoyl)-2-nitro-benzyl)-amino)propanoate CN(CCC(=O)OC(C)(C)C)CC1=C(C=C(C=C1)/C(/N)=N/OC(=O)C1=CC(=C(C=C1)C1=C(C=CC=C1)C)C(F)(F)F)[N+](=O)[O-]